methyl-[3H]Thymine CN1C(NC=C(C1=O)C)=O